lithium Nickel oxide [Ni]=O.[Li]